4-(8-(4-(2-methylpyridin-4-yl)benzylamino)-2,7-naphthyridin-3-yl)benzonitrile CC1=NC=CC(=C1)C1=CC=C(CNC=2N=CC=C3C=C(N=CC23)C2=CC=C(C#N)C=C2)C=C1